C(C)(C)(C)C1=C(C(=NC(=C1)C1=NC=CC=C1)OC)C#N 4-tert-Butyl-2-methoxy-6-(pyridin-2-yl)pyridine-3-carbonitrile